OC1=CC2=C(N(C(N2C)=O)C2C(N(C(CC2)=O)CC2=CC=C(C=C2)OC)=O)C=C1 3-(5-hydroxy-3-methyl-2-oxo-benzimidazol-1-yl)-1-[(4-methoxyphenyl)methyl]piperidine-2,6-dione